2-Isopropyl-N-(5-nitrothiazol-2-yl)benzamide C(C)(C)C1=C(C(=O)NC=2SC(=CN2)[N+](=O)[O-])C=CC=C1